2-[(2S,3S,4R,5R,6R)-3,5-Diacetyloxy-2-(acetyloxymethyl)-6-[4-[(Z)-3-phenylprop-2-enoyl]phenoxy]oxan-4-yl]acetic acid C(C)(=O)O[C@@H]1[C@@H](O[C@@H]([C@@H]([C@@H]1CC(=O)O)OC(C)=O)OC1=CC=C(C=C1)C(\C=C/C1=CC=CC=C1)=O)COC(C)=O